OCC1(CC=CCC1)CO 1,1-Bis-(hydroxymethyl)cyclohex-3-en